6,7-Dimethoxy-2H-chromen-2-one COC=1C=C2C=CC(OC2=CC1OC)=O